C(C)N1CC2N(C3=CC(=C(C=C13)C=O)OC1OC(C(C(C1O)O)O)CO)CCC2 5-ethyl-8-((3,4,5-trihydroxy-6-(hydroxymethyl)tetrahydro-2H-pyran-2-yl)oxy)-1,2,3,3a,4,5-hexahydropyrrolo[1,2-a]quinoxaline-7-formaldehyde